2-heptene-1-al C(C=CCCCC)=O